N1=CC=C(C=C1)NC(=O)NC1=C(C=C(C=C1Cl)Cl)Cl pyridin-4-yl-3-(2,4,6-trichlorophenyl)urea